8'-chloro-1'-[trans-4-(morpholin-4-yl)cyclohexyl]-4'H,6'H-spiro[1,3-dioxolan-2,5'-[1,2,4]triazolo[4,3-a][1]benzazepine] hydrochloride Cl.ClC=1C=CC2=C(CC3(CC=4N2C(=NN4)[C@@H]4CC[C@H](CC4)N4CCOCC4)OCCO3)C1